OC1(CN(C1)C1=NC(=CC(=C1)C=1C=C(C=CC1C)NC(=O)N1C[C@@H](CC1)CC(F)(F)F)N1CCOCC1)C (3S)-N-[3-[2-(3-hydroxy-3-methylazetidin-1-yl)-6-(morpholin-4-yl)pyridin-4-yl]-4-methylphenyl]-3-(2,2,2-trifluoroethyl)pyrrolidine-1-carboxamide